O=S1(C2=C(S(CC1)(=O)=O)C=C(C=C2)C2=CC=C(CN(C(=O)C1CCCCC1)C=1C=C(C=CC1)/C=C/C(=O)OC)C=C2)=O methyl (E)-3-(3-(N-(4-(1,1,4,4-tetraoxido-2,3-dihydrobenzo[b][1,4]dithiin-6-yl)benzyl)cyclohexanecarboxamido)phenyl)acrylate